C1=CC=CC=2C3=CC=CC=C3C(C12)COC(=O)N[C@@H](C(C)C)C(=O)N[C@@H](CCCCN(CCC)CCC)C(=O)O N2-((((9H-fluoren-9-yl)methoxy)carbonyl)-L-valyl)-N6,N6-dipropyl-L-lysine